2-(methylsulfanyl)-1-((S)-2-(5-(p-tolyl)imidazol-2-yl)piperidin-1-yl)propan-1-one CSC(C(=O)N1[C@@H](CCCC1)C=1NC(=CN1)C1=CC=C(C=C1)C)C